(2R,3R,4R,5S)-5-amino-2-((4-methylpiperazin-1-yl)methyl)tetrahydro-2H-pyran-3,4-diol N[C@@H]1[C@H]([C@H]([C@H](OC1)CN1CCN(CC1)C)O)O